C1(=CC=CC=C1)N=NC=1C(=NC(=NC1)O)O (phenyldiazenyl)pyrimidine-diol